methylidenethiazolium tert-butyl-4-(1-methyl-1-piperazin-1-yl-ethyl)piperidine-1-carboxylate C(C)(C)(C)OC(=O)N1CCC(CC1)C(C)(N1CCNCC1)C.C=S1C=[NH+]C=C1